FC1=CC=C(C=C1)NCC(O)C1=CNC(O1)=O 5-[2-(4-Fluorophenylamino)-1-hydroxyethyl]-1,3-oxazol-2(3H)-one